3-[(2,1,3-benzothiadiazol-4-yl)methyl]2,3-dihydro-1,3-oxazol-2-imine hydrobromide Br.N=1SN=C2C1C=CC=C2CN2C(OC=C2)=N